1-methyl-(1H-pyrazol-5-yl)-4-chloro-6-cyclopropoxy-3-fluorobenzonitrile CC1(C#N)C(C(=C(C=C1OC1CC1)Cl)F)C1=CC=NN1